C(C)OCC1CCC2(CCCN12)CO (3-((ethoxy)methyl)tetrahydro-1H-pyrrolizin-7a(5H)-yl)methanol